1,3-bis(tert-butyl)imidazolium C(C)(C)(C)N1C=[N+](C=C1)C(C)(C)C